[4-(3-Bromo-2-methyl-phenoxy)phenyl]propan-1-ol BrC=1C(=C(OC2=CC=C(C=C2)C(CC)O)C=CC1)C